9-(2-ethylhexyl)-3-(2-methoxypyrazolo[1,5-a]pyrimidin-7-yl)-9H-carbazole C(C)C(CN1C2=CC=CC=C2C=2C=C(C=CC12)C1=CC=NC=2N1N=C(C2)OC)CCCC